Cl.FC=1C(=NC(=NC1)NC1=CC=C(C=N1)C(=O)N1CCNCC1)C1=CC2=C(N=C(S2)C)C=C1 (6-((5-fluoro-4-(2-methylbenzothiazole-6-yl)pyrimidine-2-yl)amino)pyridine-3-yl)(piperazine-1-yl)ketone hydrochloride